2-[[4-[[[4-(Ethylaminosulfonyl)phenyl]methyl]amino]-6-methoxy-2-pyrimidinyl]amino]-4-methyl-5-thiazolecarboxylic acid, methyl ester C(C)NS(=O)(=O)C1=CC=C(C=C1)CNC1=NC(=NC(=C1)OC)NC=1SC(=C(N1)C)C(=O)OC